C1(=CC=CC=C1)C=1C(=C(C=CC1)[S+](C1=CC=CC=C1)C1=CC=C(C=C1)OCC(=O)OC(C)(C)C)C1=CC=CC=C1 diphenyl-(4-t-butoxycarbonylmethoxyphenyl)diphenylsulfonium